ClC1=C2C(=NC=3N(C2=CC=C1F)C(=NN3)C)N3CCCC1=C(C=CC=C31)C#CC(C(F)F)(C)C 6-chloro-5-[5-(4,4-difluoro-3,3-dimethyl-but-1-ynyl)-3,4-dihydro-2H-quinolin-1-yl]-7-fluoro-1-methyl-[1,2,4]triazolo[4,3-a]quinazoline